COC(=O)C1CC(N(CC1)CCCC(=O)O)C(F)(F)F 4-(4-(methoxycarbonyl)-2-(trifluoromethyl)piperidin-1-yl)butyric acid